O(S(=O)(=O)C(F)(F)F)C1=CC(=C2C3=C(C(OC2=C1)(C)C)C=CC(=C3)C)O 1-hydroxy-6,6,9-trimethyl-6H-benzo[c]chromen-3-yl triflate